[Sn].[Ce].ClC1=CC=C(C=C1)N1C(=NN=C1C)[C@@H]1CC[C@H](CC1)OC1=CC=C(C=N1)O Trans-6-(4-(4-(4-chlorophenyl)-5-methyl-4H-1,2,4-triazol-3-yl)cyclohexyloxy)pyridin-3-ol Cerium-tin